(1R,2S)-2-{3-[(2,3-dihydrofuro[2,3-c]pyridin-7-yl)amino]-1H-indazol-6-yl}-5'-methoxyspiro[cyclopropane-1,3'-indol]-7'(1'H)-one O1CCC=2C1=C(N=CC2)NC2=NNC1=CC(=CC=C21)[C@@H]2C[C@@]21CNC=2C(CC(=CC12)OC)=O